C1NCC12COC(OC2)CCN(C2=NC=C(C#N)C=C2)CC2=CC(=C(C=C2)OC)OC 6-((2-(6,8-dioxa-2-azaspiro[3.5]nonan-7-yl)ethyl)(3,4-dimethoxybenzyl)amino)nicotinonitrile